C(C1=CC=CC=C1)ON[C@@H]1CC[C@H](NC1)C(=O)[O-] (2S,5R)-5-[(benzyloxy) amino]-piperidine-2-formate